7-phenyl-isoquinoline-5-sulfonic acid (2-amino-ethyl)-amide NCCNS(=O)(=O)C=1C=2C=CN=CC2C=C(C1)C1=CC=CC=C1